(E)-1-[4-[2-(2,4-Difluorophenyl)-2-hydroxy-3-(1,2,4-triazol-1-yl)propoxy]phenyl]-3-(4-prop-2-ynoxyphenyl)prop-2-en-1-one FC1=C(C=CC(=C1)F)C(COC1=CC=C(C=C1)C(\C=C\C1=CC=C(C=C1)OCC#C)=O)(CN1N=CN=C1)O